2-(4,4-difluoroazepan-1-yl)-N-(2-sulfamoylpyridin-4-yl)-6-(trifluoromethyl)nicotinamide FC1(CCN(CCC1)C1=C(C(=O)NC2=CC(=NC=C2)S(N)(=O)=O)C=CC(=N1)C(F)(F)F)F